2-((2R,5S)-5-methyl-2-(2-(1-methylpiperidin-4-yl)benzo[d]thiazol-5-yl)piperidin-1-yl)-2-oxo-N-(5-oxo-5,6,7,8-tetrahydro-1,6-naphthyridin-3-yl)acetamide C[C@H]1CC[C@@H](N(C1)C(C(=O)NC=1C=NC=2CCNC(C2C1)=O)=O)C=1C=CC2=C(N=C(S2)C2CCN(CC2)C)C1